eicosa-7-ene-11-ol CCCCCCC=CCCC(CCCCCCCCC)O